2-heptanoyl-sn-glycero-3-phosphocholine C(CCCCCC)(=O)O[C@H](CO)COP(=O)([O-])OCC[N+](C)(C)C